(2S,6R)-1-benzyl-2,6-dimethylpiperidin-4-one C(C1=CC=CC=C1)N1[C@H](CC(C[C@H]1C)=O)C